BrC1=C(C=CC=C1)[N+](=O)[O-] 1-bromo-2-nitro-benzene